3-(1-(2-azabicyclo[2.1.1]hex-5-yl)-6-fluoro-7-(3-hydroxynaphthalen-1-yl)-4-(((S)-1-methylpyrrolidin-2-yl)methoxy)-3-(2-methylthiazol-5-yl)-1H-pyrrolo[3,2-c]quinolin-8-yl)propionitrile C12NCC(C1N1C=C(C=3C(=NC=4C(=C(C(=CC4C31)CCC#N)C3=CC(=CC1=CC=CC=C31)O)F)OC[C@H]3N(CCC3)C)C3=CN=C(S3)C)C2